C(C)(C)NC1=CC(=C2C(=N1)N(N=C2)C)NCC2=CC=C(C=C2)S(=O)(=O)N 4-(((6-(Isopropylamino)-1-methyl-1H-pyrazolo[3,4-b]pyridin-4-yl)amino)methyl)benzenesulfonamide